C1(CC1)C=1N=NN(C1)[C@H](C(=O)N1[C@@H](C[C@H](C1)O)C(=O)NCC1CN(CCC1)C=1C=2N(C=CN1)C=NN2)C(C)(C)C (2S,4r)-1-[(2S)-2-(4-cyclopropyl-triazol-1-yl)-3,3-dimethyl-butyryl]-4-hydroxy-N-[[1-([1,2,4]triazolo[4,3-a]pyrazin-8-yl)-3-piperidinyl]methyl]pyrrolidine-2-carboxamide